O=C1NC(CCC1N1C(C2=CC(=C(C=C2C1)CNCC1=CC=C(C(=O)NC2=CC(=C(C=C2)C)NC2=NC=CC(=N2)C=2C=NC=CC2)C=C1)F)=O)=O 4-((((2-(2,6-dioxopiperidin-3-yl)-6-fluoro-1-oxoisoindolin-5-yl)methyl)amino)methyl)-N-(4-methyl-3-((4-(pyridin-3-yl)pyrimidin-2-yl)amino)phenyl)benzamide